methyl (2-(aminooxy) acetyl)-L-tryptophanate NOCC(=O)N[C@@H](CC1=CNC2=CC=CC=C12)C(=O)OC